FC(C(=O)[O-])(F)F.C(CCCCCCCCC)[Si+](C)C decyl-dimethyl-silicon trifluoroacetate